FC=1C=CC(=C(C1)C(C(NC=1SC=CN1)=O)N1CC2=CC=C(C=C2C1=O)C1=CC=C(C=C1)N1CCN(CC1)C(=O)OC(C)(C)C)O tert-Butyl 4-(4-(2-(1-(5-fluoro-2-hydroxyphenyl)-2-oxo-2-(thiazol-2-ylamino)ethyl)-3-oxoisoindolin-5-yl)phenyl)piperazine-1-carboxylate